2-(3-(2-(Difluoromethyl)pyridine-3-yl)-7,8-dihydro-1,6-naphthyridin-6(5H)-yl)-5-oxo-5,7-dihydrofuro[3,4-b]pyridine-3-carbonitrile FC(C1=NC=CC=C1C=1C=NC=2CCN(CC2C1)C1=C(C=C2C(=N1)COC2=O)C#N)F